N-((3R,4S)-4-((6-(3,5-dimethoxyphenyl)-8-ethyl-7-thioxo-5,6,7,8-tetrahydropyrimido[4,5-d]pyrimidin-2-yl)amino)tetrahydrofuran-3-yl)acrylamide COC=1C=C(C=C(C1)OC)N1C(N(C2=C(C1)C=NC(=N2)N[C@H]2[C@H](COC2)NC(C=C)=O)CC)=S